di-t-butylhydrazine C(C)(C)(C)NNC(C)(C)C